BrC=1C(=NN(C1N1C(C(CC1)CC1=CC(=C(C(=C1)F)Cl)F)=O)COCC[Si](C)(C)C)C1=CN=NC=C1 1-(4-bromo-3-(pyridazin-4-yl)-1-((2-(trimethylsilyl)ethoxy)methyl)-1H-pyrazol-5-yl)-3-(4-chloro-3,5-difluorobenzyl)pyrrolidin-2-one